CC1=C(C=C(C(=O)NCC2=NC=C3C=CC(=NC3=C2)C2=NC(=CC=C2)N2CC(CC2)(N2CCOCC2)C)C=C1)S(=O)(=O)C 4-methyl-N-((2-(6-(3-methyl-3-morpholinopyrrolidin-1-yl)pyridin-2-yl)-1,6-naphthyridin-7-yl)methyl)-3-(methylsulfonyl)benzamide